COC(=O)C1CC2=NNC=C2CO1 2,4,6,7-tetrahydropyrano[4,3-c]pyrazole-6-carboxylic acid methyl ester